2-Cyclopropyl-N-(6-(difluoromethyl)pyridin-2-yl)-7-((tetrahydrofuran-3-yl)oxy)imidazo[1,2-a]pyridine-6-carboxamide C1(CC1)C=1N=C2N(C=C(C(=C2)OC2COCC2)C(=O)NC2=NC(=CC=C2)C(F)F)C1